FC1=CC=C(CC=2C=3N(C=C(N2)C#N)C=CN3)C=C1 8-(4-fluorobenzyl)imidazo[1,2-a]pyrazine-6-carbonitrile